1-(benzothiophen-6-yl)propan-2-one S1C=CC2=C1C=C(C=C2)CC(C)=O